(tetrahydro-2H-pyran-4-yl)-8-(2,3,5-trifluorophenyl)quinolin-3-amine O1CCC(CC1)C1=NC2=C(C=CC=C2C=C1N)C1=C(C(=CC(=C1)F)F)F